N1C(NC=2N=NC=3C=CC=CC3C21)=O imidazo[4,5-c]cinnolin-2(3H)-one